ClC1=NC=C(C(=N1)OC(C)C1=CC=C(C=C1)C=1N(C=C(N1)C(F)(F)F)C)OC 2-Chloro-5-methoxy-4-(1-(4-(1-methyl-4-(trifluoromethyl)-1H-imidazol-2-yl)phenyl)ethoxy)pyrimidine